C(C)(=O)NCC(=O)N[C@@H]1CC[C@H](CC1)C(=O)N(C[C@@H]1CC[C@H](CC1)C1=CC(=C(C=C1)OC)C)C1=CC(=CC=C1)C1=CN=C(S1)C1CC1 trans-4-(2-Acetamidoacetamido)-N-(3-(2-cyclopropylthiazol-5-yl)phenyl)-N-((trans-4-(4-methoxy-3-methylphenyl)cyclohexyl)methyl)cyclohexanecarboxamide